CC=1OC(=CC1C(=O)NC1=NC(=NS1)CC(C)NC)C1=CC(=CC=C1)C#N 2-Methyl-5-(3-cyanophenyl)-N-(3-(2-(methylamino)propyl)-1,2,4-thiadiazol-5-yl)furan-3-Formamide